2-(2,3,4,4a,5,6,7,7a-Octahydrocyclopenta[b]pyridin-1-yl)-N-[(6-amino-2-pyridyl)sulfonyl]-6-(3-fluoro-5-isobutoxyphenyl)pyridin-3-carboxamid N1(C2C(CCC1)CCC2)C2=NC(=CC=C2C(=O)NS(=O)(=O)C2=NC(=CC=C2)N)C2=CC(=CC(=C2)OCC(C)C)F